Beta-phenylpyruvic acid C1(=CC=CC=C1)CC(C(=O)O)=O